2-((2-(naphthalen-2-ylamino)-2-oxoethyl)amino)-N-(pyridin-3-ylmethyl)benzamide C1=C(C=CC2=CC=CC=C12)NC(CNC1=C(C(=O)NCC=2C=NC=CC2)C=CC=C1)=O